CCCCCCCCCCCCC/C=C/C(=O)[C@H](CO)N The molecule is a sphingoid that is the 3-keto analogue of sphingosine. It is an amino alcohol, an enone, a beta-hydroxy ketone and a sphingoid. It derives from a sphing-4-enine and a sphingosine.